(2R,3R)-2-(tert-butoxycarbonylamino)-3-methoxy-butanoic acid C(C)(C)(C)OC(=O)N[C@@H](C(=O)O)[C@@H](C)OC